N(=N[AsH2])[AsH2].[Ca] calcium azoarsine